4-((5-chloro-4-(1-methyl-1H-pyrazol-4-yl)pyrimidin-2-yl)amino)-N-ethyl-3-methoxy-N-(2-methoxyethyl)benzamide ClC=1C(=NC(=NC1)NC1=C(C=C(C(=O)N(CCOC)CC)C=C1)OC)C=1C=NN(C1)C